CN1C(=C(C=C1C1=CC=CC=C1)C(=O)O)C 1,2-dimethyl-5-phenyl-1H-pyrrole-3-carboxylic acid